2-amino-4-(2-oxa-5-azaspiro[3.4]octan-5-yl)phenyl-amine NC1=C(C=CC(=C1)N1C2(COC2)CCC1)N